FC1=CC=C(C=C1)C#CC(=O)C1=CC=C(C=C1)OC 3-(4-fluorophenyl)-1-(4-methoxyphenyl)prop-2-yn-1-one